FC1=C(C=CC(=C1)C1=NN(C=N1)C1=CC=CC=C1)NC(=O)\N=C\1/SCC(N1C1=C(C=CC(=C1)C)COCC(F)(F)F)=O (Z)-1-(2-fluoro-4-(1-phenyl-1H-1,2,4-triazol-3-yl)phenyl)-3-(3-(5-methyl-2-((2,2,2-trifluoroethoxy)methyl)phenyl)-4-oxothiazolidin-2-ylidene)urea